[5-[[4,5-dimethyl-6-(methylamino)pyrimidin-2-yl]amino]-6-fluoro-2,3-dihydrobenzofuran-7-yl]-2,3,4,7-tetrahydroazepine-1-carboxylic acid tert-butyl ester C(C)(C)(C)OC(=O)N1C(CCC=CC1)C1=C(C(=CC=2CCOC21)NC2=NC(=C(C(=N2)C)C)NC)F